CC=CC anti-2-butene